ClC=1C=C(C=CC1Cl)C=1N=C(SC1SC(C)C)N1N=C(C(=C1C(=O)O)C1=CC=C2C=CNC2=C1)C 1-(4-(3,4-dichlorophenyl)-5-(isopropylsulfanyl)thiazol-2-yl)-4-(1H-indol-6-yl)-3-methyl-1H-pyrazole-5-carboxylic acid